Octaethyleneglycol monostearyl ether C(CCCCCCCCCCCCCCCCC)OCCOCCOCCOCCOCCOCCOCCOCCO